C(C1=CC=CC=C1)OCC1=CC=CC(=N1)B(O)O 6-[(BENZYLOXY)METHYL]PYRIDINE-2-BORONIC ACID